C(C)(C)(C)NC(CN(C=1C2=C(N=C(N1)C1=NC=CC(=C1)O[C@@H]1[C@H](OC1)C)CCC2)C)=O N-tert-butyl-2-{methyl[2-(4-{[(2R,3S)-2-methyloxetan-3-yl]oxy}pyridin-2-yl)-5H,6H,7H-cyclopenta[d]pyrimidin-4-yl]amino}acetamide